N1(C=CC=C1)C1=CC2=C(N=C(N2)S)C=C1 5-(1H-pyrrole-1-yl)-2-mercaptobenzimidazole